2-(spiro[chromane-3,1'-cyclopropane]-7-yl)acetic acid C12(CC1)COC1=CC(=CC=C1C2)CC(=O)O